C(C=C)(=O)N1CCN(CC1)C1=NC(N2C3=C(C(=C(C=C13)C(F)(F)F)C1=CC=C(C=C1)F)SC[C@@H](C2)OC)=O (R)-8-(4-acryloylpiperazin-1-yl)-11-(4-fluorophenyl)-3-methoxy-10-(trifluoromethyl)-3,4-dihydro-2H,6H-[1,4]thiazepino[2,3,4-ij]quinazolin-6-one